(prop-2-yn-1-yloxy)pent-1-ene C(C#C)OC=CCCC